OCC=1C(C(CC1)(C)C(=O)C1(C(C(=CC1)CO)(C)C)C)(C)C Hydroxymethyl-1,2,2-trimethyl-3-cyclopentenylketon